(S)-2-(4-fluoro-3,5-dimethylbenzyl)-N-hydroxy-6-(((R)-1-(5-methoxypyridin-2-yl)ethyl)amino)hexanamide FC1=C(C=C(C[C@@H](C(=O)NO)CCCCN[C@H](C)C2=NC=C(C=C2)OC)C=C1C)C